4,4'-ethylidenedi-phenol C(C)(C1=CC=C(C=C1)O)C1=CC=C(C=C1)O